C1=C(C=CC=2C3=CC=CC=C3C3=CC=CC=C3C12)C=1C=C(C=CC1)C1=CC(=CC=C1)C1=NC(=NC(=N1)C1=CC=CC=C1)C1=CC=CC=C1 2-[3'-(triphenylen-2-yl)-1,1'-biphenyl-3-yl]-4,6-diphenyl-1,3,5-triazine